6'-methoxy-6-methyl-[2,5'-bipyrimidine]-5-carbaldehyde COC1=C(C=NC=N1)C1=NC(=C(C=N1)C=O)C